Methyl 2-(2-(2-(4-((3-methoxypropyl)carbamoyl)piperidin-1-yl)thiazole-4-carboxamido)acrylamido)acrylate COCCCNC(=O)C1CCN(CC1)C=1SC=C(N1)C(=O)NC(C(=O)NC(C(=O)OC)=C)=C